C(C=1C(C(=O)[O-])=CC=CC1)(=O)OCC(CCC(C)O)CC mono(2-ethyl-5-hydroxyhexyl) phthalate